4-(allyloxy)-N-(3-(benzyloxy)phenethyl)-N-phenylbenzamide C(C=C)OC1=CC=C(C(=O)N(C2=CC=CC=C2)CCC2=CC(=CC=C2)OCC2=CC=CC=C2)C=C1